N1-(2-chloro-4-fluorophenyl)-3-methylbenzene-1,4-diamine ClC1=C(C=CC(=C1)F)NC1=CC(=C(C=C1)N)C